C(C)(C)(C)OC(=O)N1C=C(C=2C1=NC=C(C2)C2=CC(=C1CCN(CC1=C2)C(=O)[O-])[C@H]2N(CCC2)C(=O)OC(C)(C)C)C (S)-7-(1-(tert-butoxycarbonyl)-3-methyl-1H-pyrrolo[2,3-b]pyridin-5-yl)-5-(1-(tert-Butoxycarbonyl)pyrrolidin-2-yl)-3,4-dihydroisoquinoline-2(1H)-carboxylate